6-[1-(1-Cyano-4-piperidyl)-5-methyl-triazol-4-yl]-4-[(1R)-1-(2-methylthiazol-4-yl)ethoxy]pyrazolo[1,5-a]pyridine-3-carbonitrile C(#N)N1CCC(CC1)N1N=NC(=C1C)C=1C=C(C=2N(C1)N=CC2C#N)O[C@H](C)C=2N=C(SC2)C